3-(N-allylamino)propyl-trimethoxysilane C(C=C)NCCC[Si](OC)(OC)OC